C(C=CCCCCCCCCCCCCCCCCCCC)(=O)O docosenic acid